(3R,10R)-7-((S)-4-acryloyl-2-methylpiperazin-1-yl)-9-chloro-3-((3,3-difluoropyrrolidin-1-yl)methyl)-10-(2-fluoro-6-hydroxyphenyl)-2,3-dihydro-5H-[1,4]oxazino[2,3,4-ij]quinazolin-5-one C(C=C)(=O)N1C[C@@H](N(CC1)C1=NC(N2C3=C(C(=C(C=C13)Cl)C1=C(C=CC=C1O)F)OC[C@H]2CN2CC(CC2)(F)F)=O)C